[7,8-dichloro-6-(2,6-difluorophenyl)-4-methyl-4H-[1,2,4]triazolo[1,5-a][1,4]benzodiazepin-2-yl]methanamine ClC1=C(C=CC2=C1C(=NC(C=1N2N=C(N1)CN)C)C1=C(C=CC=C1F)F)Cl